4-((4-methylpiperazin-1-yl)methyl)-2-fluoroaniline CN1CCN(CC1)CC1=CC(=C(N)C=C1)F